C(C)(C)(C)OC(=O)N1CCC2(CCCN2CC2=C(C(=CC=C2)Cl)C#CC(C(=O)O)(C)C)CC1 4-(2-((8-(tert-butoxycarbonyl)-1,8-diazaspiro[4.5]dec-1-yl)methyl)-6-chlorophenyl)-2,2-dimethylbut-3-ynoic acid